BrC1=CC=C(C(=N1)O[C@H]1CN(CC1)C)N1[C@@H](C[C@@H](CC1)OC1=C(C=C(C=C1)Cl)C(F)(F)F)CC |&1:15,17| 6-bromo-3-(rac-(2R,4R)-4-(4-chloro-2-(trifluoromethyl)phenoxy)-2-ethylpiperidin-1-yl)-2-(((R)-1-methylpyrrolidin-3-yl)oxy)pyridine